NC1=C([N+](=CC2=C(C(=CC=C12)F)C=1C(=NC=NC1)C#N)[O-])C(NCCC)=O 4-amino-8-(4-cyanopyrimidin-5-yl)-7-fluoro-3-(propylcarbamoyl)isoquinoline 2-oxide